tert-Butyl 4-(4-(4-(2,4-dioxotetrahydropyrimidin-1(2H)-yl)phenyl)piperazin-1-yl)-[1,4'-bipiperidine]-1'-carboxylate O=C1N(CCC(N1)=O)C1=CC=C(C=C1)N1CCN(CC1)C1CCN(CC1)C1CCN(CC1)C(=O)OC(C)(C)C